NC1CCC(CC1)CC1(CC=C(C=C1)N(CCCOC)CC)N 1-(((1r,4r)-4-aminocyclohexyl)methyl)-N4-ethyl-N4-(3-methoxypropyl)benzene-1,4-diamine